8-[6-[3-(azetidin-1-yl)propoxy]-2-fluoro-3-pyridyl]-7-fluoro-1-isopropyl-3-methyl-imidazo[4,5-c]quinolin-2-one N1(CCC1)CCCOC1=CC=C(C(=N1)F)C1=CC=2C3=C(C=NC2C=C1F)N(C(N3C(C)C)=O)C